3-n-pentyl-Citronellal CCC(CC)C\C(\C)=C/CCC(C)CC=O